2-(3-(2-((2-Chloro-5-fluoro-4-(4-methylpiperazin-1-yl)phenyl)amino)-7H-pyrrolo[2,3-d]pyrimidin-7-yl)phenyl)-1,2-thiazinane 1,1-dioxide ClC1=C(C=C(C(=C1)N1CCN(CC1)C)F)NC=1N=CC2=C(N1)N(C=C2)C=2C=C(C=CC2)N2S(CCCC2)(=O)=O